C1(CC1)CN1C2=C(C=C1C1=NC3=C(N1C)C(=CC(=C3)C(=O)O)OC)C=C(O2)C(F)(F)F 2-(6-(cyclopropylmethyl)-2-(trifluoromethyl)-6H-furo[2,3-b]pyrrol-5-yl)-7-methoxy-1-methyl-1H-benzo[d]imidazole-5-carboxylic acid